tert-butyl 7-(6-bromo-8-fluoro-1-oxoisoquinolin-2(1H)-yl)-4-azaspiro[2.5]octane-4-carboxylate BrC=1C=C2C=CN(C(C2=C(C1)F)=O)C1CCN(C2(CC2)C1)C(=O)OC(C)(C)C